5-[5-[[1-[2-(aminomethyl)-3,3-difluoro-allyl]-3-methyl-5-oxo-1,2,4-triazol-4-yl]methyl]-2-thienyl]-1-ethyl-pyridin-2-one trifluoroacetate FC(C(=O)O)(F)F.NCC(CN1N=C(N(C1=O)CC1=CC=C(S1)C=1C=CC(N(C1)CC)=O)C)=C(F)F